N-((3R,4R)-4-fluoro-1-methylpyrrolidin-3-yl)-6-((2-((3S,4R)-3-fluoro-4-hydroxy-3-methylpiperidin-1-yl)pyrimidin-4-yl)amino)-4-isopropyl-2,7-naphthyridine-1-carboxamide F[C@H]1[C@@H](CN(C1)C)NC(=O)C1=NC=C(C2=CC(=NC=C12)NC1=NC(=NC=C1)N1C[C@]([C@@H](CC1)O)(C)F)C(C)C